(S)-4-(3-((azepan-4-ylmethyl)amino)-1-(4-(pyrrolidine-1-carbonyl)phenyl)-1H-pyrazol-5-yl)-2-fluorobenzonitrile N1CC[C@H](CCC1)CNC1=NN(C(=C1)C1=CC(=C(C#N)C=C1)F)C1=CC=C(C=C1)C(=O)N1CCCC1